C(C=C)(=O)OC1=CC=C(C=C1)O 4-acryloyloxyphenol